dioctyl dilaurate C(CCCCCCCCCCC)(=O)OCCCCCCCC.C(CCCCCCCCCCC)(=O)OCCCCCCCC